Cl.C(C1=CC=CC=C1)OC=1C=C(C=C(C1)C(F)F)[C@@H](C)N (R)-1-(3-(benzyloxy)-5-(difluoromethyl)phenyl)ethylamine hydrochloride